2-n-butoxy-4,6-dichloro-5-nitropyrimidine C(CCC)OC1=NC(=C(C(=N1)Cl)[N+](=O)[O-])Cl